(hydroxymethyl)phosphonium chlorate Cl(=O)(=O)[O-].OC[PH3+]